N-(2-(3-(8-amino-6-(trifluoromethyl)imidazo[1,2-a]pyrazin-3-yl)-4-methylphenyl)-3,3,3-trifluoro-2-hydroxypropyl)-2-fluoroacetamide trifluoroacetate salt FC(C(=O)O)(F)F.NC=1C=2N(C=C(N1)C(F)(F)F)C(=CN2)C=2C=C(C=CC2C)C(CNC(CF)=O)(C(F)(F)F)O